(R)-1-(1-(1-((1-(4-(1-(3-amino-6-(2-hydroxyphenyl)pyridazin-4-yl)piperidin-3-yl)benzoyl)-4-fluoropiperidin-4-yl)methyl)piperidin-4-yl)-1H-indol-5-yl)dihydropyrimidine-2,4(1H,3H)-dione NC=1N=NC(=CC1N1C[C@H](CCC1)C1=CC=C(C(=O)N2CCC(CC2)(F)CN2CCC(CC2)N2C=CC3=CC(=CC=C23)N2C(NC(CC2)=O)=O)C=C1)C1=C(C=CC=C1)O